Cl.N[C@@H]1C(N(C2=C(OC1)C=CC(=C2)OCCCC(C)C)C)=O (S)-3-amino-5-methyl-7-((4-methylpentyl)oxy)-2,3-dihydrobenzo[b][1,4]oxazepin-4(5H)-one hydrochloride